2-(4-diethylamino-2-hydroxybenzoyl)hexyl benzoate (diethylaminohydroxybenzoylhexyl benzoate) C(C)N(CC)C=1C(=C(C(=C(C(=O)O)C1)CCCCCC)C(C1=CC=CC=C1)=O)O.C(C1=CC=CC=C1)(=O)OCC(CCCC)C(C1=C(C=C(C=C1)N(CC)CC)O)=O